4-methylsulfanylphenol CSC1=CC=C(C=C1)O